3-(5-(((1R,2R)-2-((7-oxaspiro[3.5]nonan-2-yl)amino)cyclohexyl)oxy)-1-oxoisoindolin-2-yl)piperidine-2,6-dione C1C(CC12CCOCC2)N[C@H]2[C@@H](CCCC2)OC=2C=C1CN(C(C1=CC2)=O)C2C(NC(CC2)=O)=O